FC(C(=O)O)(F)F.BrC1=C2CCC3(CCNCC3)C2=CC=C1 4-bromo-2,3-dihydrospiro[indene-1,4'-piperidine] trifluoroacetate salt